ClC=1C=C2C=3C=CC(=CC3N(C2=CC1)CCNC(=N)N)NC1=NC=C(C(=C1)Cl)Cl 1-(2-(6-Chloro-2-(4,5-dichloropyridin-2-ylamino)-9H-carbazol-9-yl)ethyl)guanidine